N,N-dimethylcyclopentane-1-carboxamide CN(C(=O)C1CCCC1)C